C(C)[C@@]1(CN(CC1)C=1N=NC(=C2C1N=CC=C2)C2=C(C=C(C=C2)C(F)(F)F)O)O (R)-3-ethyl-1-(5-(2-hydroxy-4-(trifluoromethyl)phenyl)pyrido[2,3-d]pyridazin-8-yl)-pyrrolidin-3-ol